COC1CCC(CC1)CO ((1r,4r)-4-methoxy-cyclohexyl)methanol